8-(3,3-Difluorocyclopentyl)-N-(3-fluoro-5-(1-(pyridin-3-yl)-1H-pyrazol-4-yl)benzyl)-7H-purine-6-carboxamide FC1(CC(CC1)C1=NC2=NC=NC(=C2N1)C(=O)NCC1=CC(=CC(=C1)C=1C=NN(C1)C=1C=NC=CC1)F)F